(S)-5-(3-cyclopropyl-4-(3-(trifluoromethyl)-1H-pyrazol-1-yl)phenyl)-6-methyl-3,6-dihydro-2H-1,3,4-oxadiazin-2-one C1(CC1)C=1C=C(C=CC1N1N=C(C=C1)C(F)(F)F)C1=NNC(O[C@H]1C)=O